2-{[(1Z)-2-methylcyclopropan-2-yl]amino}-5-(2-methylpropan-2-yl)-3-nitroaniline CC1(CC1)NC1=C(N)C=C(C=C1[N+](=O)[O-])C(C)(C)C